tert-butyl 7-cyano-9,9-dimethyl-8-oxo-2-azaspiro[4.5]dec-6-ene-2-carboxylate C(#N)C1=CC2(CCN(C2)C(=O)OC(C)(C)C)CC(C1=O)(C)C